C(CCCCCCCCCCCCCCC(C)C)(=O)OC methyl isostearate